C(C=C)N1N(C2=NC(=NC=C2C1=O)NC=1C=C2C=NN(C2=CC1)C)C1=NC(=CC=C1)O[C@H]1CCN(CCC1)C |o1:31| rel-(R)-2-allyl-6-((1-methyl-1H-indazol-5-yl)amino)-1-(6-((1-methylazepan-4-yl)oxy)pyridin-2-yl)-1,2-dihydro-3H-pyrazolo[3,4-d]pyrimidin-3-one